C1(=CC=CC=C1)CC(=O)NCC1N(CCNC1)C(=O)OC1=CC=C2C(=CC(OC2=C1)=O)C 4-methyl-2-oxo-2H-chromen-7-yl 2-((2-phenylacetamido) methyl)piperazine-1-carboxylate